[(1R,3R)-1-(5-bromo-2-tetrahydropyran-2-yl-1,2,4-triazol-3-yl)-3-[tert-butyl (dimethyl)silyl]oxy-3-(3,4-difluorophenyl)propyl] 2,2-dimethylpropanoate CC(C(=O)O[C@H](C[C@H](C1=CC(=C(C=C1)F)F)O[Si](C)(C)C(C)(C)C)C=1N(N=C(N1)Br)C1OCCCC1)(C)C